methyl 2-(6-(4-(3-(4-chloro-3-fluorobenzyl)-1-isobutyl-3-methyl-2,3-dihydro-1H-pyrrolo[2,3-b]pyridine-6-carbonyl)-3,3-dimethylpiperazin-1-yl)pyridin-3-yl)acetate ClC1=C(C=C(CC2(CN(C3=NC(=CC=C32)C(=O)N3C(CN(CC3)C3=CC=C(C=N3)CC(=O)OC)(C)C)CC(C)C)C)C=C1)F